(1S,3S,5S)-5-methyl-2-[2-(1-oxo-6-phenoxy-3H-isoindol-2-yl)acetyl]-2-azabicyclo[3.1.0]hexane-3-carboxylic acid C[C@@]12C[C@H](N([C@H]2C1)C(CN1C(C2=CC(=CC=C2C1)OC1=CC=CC=C1)=O)=O)C(=O)O